2-((4S)-2-oxo-4-propyl-3-benzenesulfonylpyrrolidin-1-yl)butyramide O=C1N(C[C@@H](C1S(=O)(=O)C1=CC=CC=C1)CCC)C(C(=O)N)CC